C(CCCCCCCCCCCCCCCCC)C=1C(=C(C(=CC1CC)C(C)(C)C)O)C(C)(C)C stearyl-2,6-di-tert-butyl-4-ethylphenol